(R)-1-((S)-tetrahydrofuran-2-yl)-2-(m-tolyl)-1,2,3,4-tetrahydroisoquinoline O1[C@@H](CCC1)[C@@H]1N(CCC2=CC=CC=C12)C=1C=C(C=CC1)C